2-(3-aminoazetidin-1-yl)-N-((6-cyanopyridin-3-yl)methyl)-5-hydroxy-1,7-naphthyridine-6-carboxamide NC1CN(C1)C1=NC2=CN=C(C(=C2C=C1)O)C(=O)NCC=1C=NC(=CC1)C#N